C(C1=CC=CC=C1)N1C[C@@H]2[C@H]([C@H]1CO)OC(O2)(C)C ((3aS,4R,6aR)-5-benzyl-2,2-dimethyltetrahydro-4H-[1,3]dioxolo[4,5-c]pyrrol-4-yl)methanol